5-amino-6-(2-chloro-5-fluorophenyl)-6-hydroxy-2-methyl-7,8-dihydro-6H-pyrrolo[4,3-g]indazol-8-one NC1=CC2=CN(N=C2C2=C1C(NC2=O)(O)C2=C(C=CC(=C2)F)Cl)C